allyltris((1,1,1-trifluoro-2-methylpropan-2-yl)oxy)stannane C(C=C)[Sn](OC(C(F)(F)F)(C)C)(OC(C(F)(F)F)(C)C)OC(C(F)(F)F)(C)C